methyl (2S)-2-amino-5-oxo-5-(2-phenylmorpholino)pentanoate hydrochloride Cl.N[C@H](C(=O)OC)CCC(N1CC(OCC1)C1=CC=CC=C1)=O